FC1(CCN(CC1)C1=NC(=CC(=N1)N1C=NC(=C1)C1=C(C=C(C=C1)I)N1CCC2(CC2)CC1)C)F 6-(2-{1-[2-(4,4-difluoropiperidin-1-yl)-6-methylpyrimidin-4-yl]-1H-imidazol-4-yl}-5-Iodophenyl)-6-azaspiro[2.5]octane